(2R,3R,4R,5R,6R)-2-((3-(tert-butyl)isoxazol-5-yl)methyl)-4-(4-(2,3-difluoro-4-methylphenyl)-1H-1,2,3-triazol-1-yl)-6-(hydroxymethyl)tetrahydro-2H-pyran-3,5-diol C(C)(C)(C)C1=NOC(=C1)C[C@H]1O[C@@H]([C@@H]([C@@H]([C@H]1O)N1N=NC(=C1)C1=C(C(=C(C=C1)C)F)F)O)CO